BrC1=CC(=C(CNS(=O)(=O)C2CC2)C(=C1)C)C N-(4-bromo-2,6-dimethylbenzyl)cyclopropanesulfonamide